2-benzyloxy-5-(3-oxo-2,3-dihydro-1H-pyrazolo[3,4-d]pyrimidin-6-yl)benzonitrile C(C1=CC=CC=C1)OC1=C(C#N)C=C(C=C1)C1=NC=C2C(=N1)NNC2=O